ClC=1C=C(C=CC1)C1(CC1)CNC(=O)NC1CCCC1 1-[[1-(3-chlorophenyl)cyclopropyl]methyl]-3-cyclopentyl-urea